FC=1C=CC(=NC1)C1=NN2C(COCC2)=C1C1=C2C(=NC=C1)NN=C2 2-(5-Fluoro-2-pyridyl)-3-(1H-pyrazolo[3,4-b]pyridin-4-yl)-6,7-dihydro-4H-pyrazolo[5,1-c][1,4]oxazine